BrC1=C(C=CC=C1C)S(=O)(=O)NC=1C=C(C(C(=O)O)=CC1)C(=O)O 4-[(2-bromo-3-methyl-phenyl)sulfonylamino]phthalic acid